CN1N=C(C=C1C)NC1=NC=C(C(=N1)C1=CNC2=C(C=CC=C12)NC(CN1C[C@H](CC1)OC1=NC(=NC=C1)N(C)C)=O)C (S)-N-(3-(2-((1,5-dimethyl-1H-pyrazol-3-yl)amino)-5-methylpyrimidin-4-yl)-1H-indol-7-yl)-2-(3-((2-(dimethylamino)pyrimidin-4-yl)oxy)pyrrolidin-1-yl)acetamide